methyl-ammonium iodide [I-].C[NH3+]